[Cl-].C(C(=C)C)(=O)NCCC[N+](C)(C)C N-methacryloylaminopropyl-N,N,N-trimethylammonium chloride